2-methoxythioacetic acid-S-(2-hydroxyethyl) ester OCCSC(COC)=O